Cl.Cl.ClC1=CC=C(C=C1)N1C(=NC2=C1C=NC=C2)C=2N=C(SC2)N2CCNCC2 1-{4-[3-(4-Chlorophenyl)-3H-imidazo[4,5-c]pyridin-2-yl]-1,3-thiazol-2-yl}piperazine dihydrochloride